methyl (2E,4S,5R)-4-[(tert-butoxycarbonyl) amino]-5-[(tert-butyldimethylsilyl) oxy]hex-2-enoate C(C)(C)(C)OC(=O)N[C@@H](/C=C/C(=O)OC)[C@@H](C)O[Si](C)(C)C(C)(C)C